lanthanum neodymium cerium molybdenum cerium [Ce].[Mo].[Ce].[Nd].[La]